2-((5-methyl-3-(6-methylpyridin-3-yl)isoxazol-4-yl)methyl)-5-(methylamino)pyridazin-3(2H)-one CC1=C(C(=NO1)C=1C=NC(=CC1)C)CN1N=CC(=CC1=O)NC